ClC(=O)C1=CC=C(C=C1)OC(C1=CC=C(C(=O)OC2=CC=C(C=C2)C(=O)Cl)C=C1)=O terephthalic acid bis(4-(chlorocarbonyl) phenyl) ester